ClC1=CC=C2C(=NC(N(C2=C1)C1=CNC=CC1=O)=O)NC 7-chloro-4-(methylamino)-1-(4-oxo-1,4-dihydropyridin-3-yl)quinazolin-2(1H)-one